FC1=C(C=C(C=C1)NC(=O)C1=C(N(C(=C1C)C(C(=O)N[C@@H]1C[C@@H](CC1)O)=O)C)C)C N-(4-fluoro-3-methylphenyl)-5-(2-(((1S,3R)-3-hydroxycyclopentyl)amino)-2-oxoacetyl)-1,2,4-trimethyl-1H-pyrrole-3-carboxamide